F[C@@H]1C(NC(C[C@@H]1N1CCC2=C1N=NC(=C2)C2=CC1=C(N=C(S1)OC)C=C2O)(C)C)(C)C 6-{7-[(3S,4S)-3-fluoro-2,2,6,6-tetramethylpiperidin-4-yl]-6,7-dihydro-5H-pyrrolo[2,3-c]pyridazin-3-yl}-2-methoxy-1,3-benzothiazol-5-ol